2-cyano-5-methylpyridin-3-yl 2,4,6-tri-O-acetyl-3-azido-3-deoxy-1-thio-alpha-D-galactopyranoside C(C)(=O)O[C@H]1[C@@H](SC=2C(=NC=C(C2)C)C#N)O[C@@H]([C@@H]([C@@H]1N=[N+]=[N-])OC(C)=O)COC(C)=O